trichloromethyl-silane ClC(Cl)(Cl)[SiH3]